(S or R)-N-(2-(2-(2-(2-aminoethoxy)ethoxy)ethoxy)ethyl)-4-(6,8-dichloro-2-methyl-1,2,3,4-tetrahydroisoquinolin-4-yl)benzenesulfonamide NCCOCCOCCOCCNS(=O)(=O)C1=CC=C(C=C1)[C@@H]1CN(CC2=C(C=C(C=C12)Cl)Cl)C |o1:22|